2-((6-(4-(aminomethyl)-4-fluoropiperidin-1-yl)-3,5-dicyano-4-ethylpyridin-2-yl)sulfanyl)-2-phenylacetamide hydrochloride Cl.NCC1(CCN(CC1)C1=C(C(=C(C(=N1)SC(C(=O)N)C1=CC=CC=C1)C#N)CC)C#N)F